NC1=C2N(C(N(C2=NC=N1)C12CCC(CC1)(C2)NC(OCC2=CC=CC=C2)=O)=O)C2=CC=C(C=C2)C(NC2=NC=CC(=C2)C(F)(F)F)=O benzyl (4-(6-amino-8-oxo-7-(4-((4-(trifluoromethyl)pyridin-2-yl)carbamoyl)phenyl)-7,8-dihydro-9H-purin-9-yl)bicyclo[2.2.1]heptan-1-yl)carbamate